(R)-7-(5-chloropyrimidin-2-yl)-3-(5-(difluoromethoxy)-4-((6-oxo-5-(trifluoromethyl)-1,6-dihydropyridazin-4-yl)amino)pentyl)-6-fluoroquinazolin-4(3H)-one ClC=1C=NC(=NC1)C1=C(C=C2C(N(C=NC2=C1)CCC[C@H](COC(F)F)NC=1C=NNC(C1C(F)(F)F)=O)=O)F